2-(4-cyclopropyl-6-methoxypyrimidin-5-yl)-4-(4-(1-ethyl-4-(trifluoromethyl)-1H-imidazol-2-yl)benzyl)-5-methyl-4,5,6,7-tetrahydropyrazolo[1,5-a]pyrazine C1(CC1)C1=NC=NC(=C1C1=NN2C(C(N(CC2)C)CC2=CC=C(C=C2)C=2N(C=C(N2)C(F)(F)F)CC)=C1)OC